(R)-2-cyclobutoxy-4-(8-(3-(methoxymethyl)-4-methylpiperazin-1-yl)-7,10-dimethyl-5-oxo-1,3,4,5-tetrahydro-2H-chromeno[3,4-c]pyridine-3-carbonyl)-3-methylbenzoate C1(CCC1)OC1=C(C(=O)[O-])C=CC(=C1C)C(=O)N1CC2=C(CC1)C=1C(=CC(=C(C1OC2=O)C)N2C[C@@H](N(CC2)C)COC)C